(2S)-4-(2-chloro-6-((1-(methoxycarbonyl)-1,2,3,4-tetrahydronaphthalen-1-yl)methyl)-5-nitropyrimidin-4-yl)-2-(cyanomethyl)piperazine-1-Carboxylic acid tert-butyl ester C(C)(C)(C)OC(=O)N1[C@H](CN(CC1)C1=NC(=NC(=C1[N+](=O)[O-])CC1(CCCC2=CC=CC=C12)C(=O)OC)Cl)CC#N